[Cl-].C(C(=C)C)(=O)OCC[N+](CCC[Si](OC)(OC)OC)(C)C methacryloxyethyldimethyl(3-trimethoxysilylpropyl)ammonium chloride